n-pentane-1,2,5-triol C(C(CCCO)O)O